2-((2S)-4-(2'-hydroxy-6'-oxo-3,4,5',8'-tetrahydro-2H,6'H-spiro[naphthalene-1,7'-pyrido[3,2-d]pyrimidin]-4'-yl)piperazin-2-yl)acetonitrile OC=1N=C(C2=C(N1)CC1(C(N2)=O)CCCC2=CC=CC=C21)N2C[C@@H](NCC2)CC#N